benzothieno[3,2-C]carbazole C1=C2C=3C4=C(C=CC3NC2=CC=C1)C1=C(S4)C=CC=C1